7-((S)-1-methoxypropane-2-yl)-2-((1-(methyl-d3)-3-(((S)-tetrahydrofurane-3-yl)oxy)-1H-pyrazol-4-yl)amino)-7H-pyrrolo[2,3-d]pyrimidine-6-carbonitrile COC[C@H](C)N1C(=CC2=C1N=C(N=C2)NC=2C(=NN(C2)C([2H])([2H])[2H])O[C@@H]2COCC2)C#N